OCCN1CCN(CC1)CC1=CC(=C(C=2OC3=CC=CC=C3C(C12)=O)OC)OC 1-((4-(2-hydroxyethyl)piperazin-1-yl)methyl)-3,4-dimethoxy-9H-xanthen-9-one